dibromo[2,6-bis[4-(S)-tert-butyl-2-oxazolyl]-4-chloropyridine] cobalt [Co].BrC=1C(=C(C(=NC1C=1OC=C(N1)C(C)(C)C)C=1OC=C(N1)C(C)(C)C)Br)Cl